1-benzyl 2-methyl 2-(but-3-ene-1-yl)pyrrolin-1,2-diformate C(CC=C)C1(N(CCC1)C(=O)OCC1=CC=CC=C1)C(=O)OC